BrC1=C(SC(=C1)C1=CC2=C(S1)C(CC2(C)C)(C)C)C2=CC1=C(S2)C(CC1(C)C)(C)C 3-bromo-2,5-bis({4,4,6,6-tetramethyl-4H,5H,6H-cyclopenta[b]thiophen-2-yl})thiophene